1-((1S)-1-(4-(3-azabicyclo[3.1.0]hexane-3-yl)phenyl)ethyl)-4-(propane-1-yne-1-yl)-1H-indazole-7-carboxylic acid lithium salt [Li+].C12CN(CC2C1)C1=CC=C(C=C1)[C@H](C)N1N=CC2=C(C=CC(=C12)C(=O)[O-])C#CC